BrC=1C=CC2=NC3=CC=C(C=C3N=C2C1)Br 3,7-dibromophenazine